Cl.Cl.Cl.NCCNCCNCCNCCN Tetraethylenepentamine trihydrochloride